tert-butyl cis-3-methyl-1-propionyl-6-azabicyclo[3.1.1]heptane-6-carboxylate CC1CC2(N(C(C1)C2)C(=O)OC(C)(C)C)C(CC)=O